benzyl 1-(4-fluoro-3-nitrobenzyl)-7-methyl-4,5,6,7-tetrahydro-1H-pyrazolo[4,3-c]pyridine-3-carboxylate hydrochloride Cl.FC1=C(C=C(CN2N=C(C=3CNCC(C32)C)C(=O)OCC3=CC=CC=C3)C=C1)[N+](=O)[O-]